methyl 7-[5-chloranyl-2-[2-[6-[di(methyl)amino]-2-methyl-4-oxidanylidene-5,6,7,8-tetrahydroquinazolin-3-yl] ethoxy]phenyl]-5-methyl-thieno[3,2-b]pyridine-3-carboxylate ClC=1C=CC(=C(C1)C1=C2C(=NC(=C1)C)C(=CS2)C(=O)OC)OCCN2C(=NC=1CCC(CC1C2=O)N(C)C)C